5-Chloro-N-[2-(4-formylcyclohexyl)indazol-5-yl]pyridine-3-carboxamide ClC=1C=C(C=NC1)C(=O)NC1=CC2=CN(N=C2C=C1)C1CCC(CC1)C=O